5-[2-chloro-4-(difluorometh-oxy)-3-fluoro-phenyl]-1-meth-yl-imidazole-2-carboxamide ClC1=C(C=CC(=C1F)OC(F)F)C1=CN=C(N1C)C(=O)N